7-((1s,3s)-3-{[tert-butyl(dimethyl)silyl]oxy}-3-methylcyclobutyl)-3-chloro-7H-pyrrolo[2,3-c]pyridazin-5-yl acetate C(C)(=O)OC1=CN(C=2N=NC(=CC21)Cl)C2CC(C2)(C)O[Si](C)(C)C(C)(C)C